4-benzyl-2-{[4-(3,5-dichlorophenyl)piperidin-1-yl]methyl}-1,4-oxazepane C(C1=CC=CC=C1)N1CC(OCCC1)CN1CCC(CC1)C1=CC(=CC(=C1)Cl)Cl